OB1N(N=CC2=C1C=CC=C2)C(=O)C2=NC=CC=C2 (1-hydroxybenzo[d][1,2,3]diazaborinin-2(1H)-yl)(pyridin-2-yl)methanone